lauroyl-arginine Ethyl ester tartrate C(=O)(O)C(O)C(O)C(=O)O.C(C)OC([C@@H](NC(CCCCCCCCCCC)=O)CCCNC(N)=N)=O